F[C@@H]1[C@@H](C(CN(C1)C1=NC=CC(=N1)NC=1N=CC2=C(N=CC(=C2C1)[C@H](CO)C)N1[C@@H](CC1)C)(C)C)O (4R,5S)-5-fluoro-1-(4-((5-((R)-1-hydroxypropan-2-yl)-8-((R)-2-methylazetidin-1-yl)-2,7-naphthyridin-3-yl)amino)pyrimidin-2-yl)-3,3-dimethylpiperidin-4-ol